C(C(=O)O)(=O)NN oxalic acid hydrazide